2-(6'-Bromo-2,2-difluoro-1'-oxo-1'h-spiro[cyclopropane-1,4'-isoquinoline]-2'(3'h)-yl)acetic acid BrC=1C=C2C3(CN(C(C2=CC1)=O)CC(=O)O)C(C3)(F)F